C(CCCCCCCCCCC)OC1=C(C=2C(=NSN2)C(=C1OCCCCCCCCCCCC)C=1SC=CC1)C=1SC=CC1 5,6-bis(dodecyloxy)-4,7-bis(thiophen-2-yl)benzo[C][1,2,5]-thiadiazole